4-{8-Cyclopropyl-6-[(1R)-1-methyl-1,2,3,4-tetrahydroisoquinoline-2-carbonyl]imidazo[1,2-a]pyridin-2-yl}-3-fluorobenzoic acid C1(CC1)C=1C=2N(C=C(C1)C(=O)N1[C@@H](C3=CC=CC=C3CC1)C)C=C(N2)C2=C(C=C(C(=O)O)C=C2)F